CS(=O)(=O)C1=CC(=C(C=C1)NCC#CC=1N(C2=CC=CC(=C2C1)NC1CC(CCC1)C(=O)O)CC(F)(F)F)OC 3-[(2-{3-[(4-methane-sulfonyl-2-methoxy-phenyl)amino]prop-1-yn-1-yl}-1-(2,2,2-trifluoroethyl)-1H-indol-4-yl)amino]cyclohexane-1-carboxylic acid